COC1(N(CCC1)C(=O)N)C(=O)N METHOXYPYRROLIDINE-1,2-DICARBOXAMIDE